NC1=C(C=O)C=CC(=C1O)OC 2-AMINO-3-HYDROXY-4-METHOXYBENZALDEHYDE